tert-butyl 2-(6-(trifluoromethyl)pyridazin-3-yl)-2,8-diazaspiro[4.5]decane-8-carboxylate FC(C1=CC=C(N=N1)N1CC2(CC1)CCN(CC2)C(=O)OC(C)(C)C)(F)F